(5-(4-(2-(cyanomethyl)azetidin-1-yl)phenyl)-8-(methylamino)-2,7-naphthyridin-3-yl)cyclopropanecarboxamide C(#N)CC1N(CC1)C1=CC=C(C=C1)C1=C2C=C(N=CC2=C(N=C1)NC)C1(CC1)C(=O)N